O=C1N(CCC(N1)=O)C=1C=CC(=NC1)CN1CCC(CC1)C=1SC2=C(N1)C=C(C(=C2)NC(C2=CN=C(C=C2)C(F)(F)F)=O)C(C)(C)O N-(2-(1-((5-(2,4-dioxotetrahydropyrimidin-1(2H)-yl)pyridin-2-yl)methyl)piperidin-4-yl)-5-(2-hydroxypropan-2-yl)benzo[d]thiazol-6-yl)-6-(trifluoromethyl)nicotinamide